Cl[Si](N([Si](Cl)(Cl)Cl)C)(Cl)Cl 1,1,1,3,3,3-hexachloro-2-methyldisilazane